methyl N-[5-[6-[2-(4-fluoro-3-methoxy-phenyl)-1,2,4-triazol-3-yl]-4-methyl-benzimidazol-1-yl]-2-pyridyl]carbamate FC1=C(C=C(C=C1)N1N=CN=C1C=1C=C(C2=C(N(C=N2)C=2C=CC(=NC2)NC(OC)=O)C1)C)OC